3-((t-butoxycarbonyl)amino)-7-fluoro-8-((triisopropylsilyl)ethynyl)naphthalen-1-yl trifluoromethylsulfonate FC(F)(F)S(=O)(=O)OC1=CC(=CC2=CC=C(C(=C12)C#C[Si](C(C)C)(C(C)C)C(C)C)F)NC(=O)OC(C)(C)C